(R)-N-(4-(chlorodifluoromethoxy)phenyl)-5-(2-(5-fluoropyrimidin-2-yl)-4-oxo-2,4-dihydropyrazolo[3',4':3,4]cyclopenta[1,2-b]pyridin-7-yl)-6-(3-fluoropyrrolidin-1-yl)nicotinamide ClC(OC1=CC=C(C=C1)NC(C1=CN=C(C(=C1)C=1C=C2C(=NC1)C(C=1C2=NN(C1)C1=NC=C(C=N1)F)=O)N1C[C@@H](CC1)F)=O)(F)F